4-(1-(2-(6-(Difluoromethyl)imidazo[1,2-a]pyrazin-3-yl)pyrimidin-4-yl)piperidin-3-yl)thiazole FC(C=1N=CC=2N(C1)C(=CN2)C2=NC=CC(=N2)N2CC(CCC2)C=2N=CSC2)F